C(C)(C)(C)OC(=O)N1C[C@@H](OCC1)COC=1C=C(C(=C(C(=O)O)C1)Cl)C=1SC(=CN1)C (R)-5-((4-(tert-butoxycarbonyl)morpholin-2-yl)methoxy)-2-chloro-3-(5-methylthiazol-2-yl)benzoic acid